CC=1C=C(C=CC1OC1=CC2=C(N(C=N2)C)C=C1)NC=1C2=C(N=CN1)C=CC(=N2)C#CC2N(CCCC2)C(C=C)=O 1-(2-((4-((3-methyl-4-((1-methyl-1H-benzo[d]imidazol-5-yl)oxy)phenyl)amino)pyrido[3,2-d]pyrimidin-6-yl)ethynyl)piperidin-1-yl)prop-2-en-1-one